O=C1NC(CC[C@H]1C1=C(C=C(C=C1F)N1CC(C1)NC(OC1CC(C1)OC(C)(C)C)=O)F)=O (1s,3s)-3-(tert-butoxy)cyclobutyl (1-(4-(2,6-dioxopiperidin-3-yl)-3,5-difluorophenyl)azetidin-3-yl)carbamate